FC1=CC=C(CC2(CCOC3(CCCC3)C2)CCN)C=C1 (9-(4-fluorobenzyl)-6-oxaspiro[4.5]decan-9-yl)ethylamine